[Cl-].[Cl-].C1(CCC1)=[Zr+2](C1C(=CC2=C(C(=C(C=C12)C)C)C1=CC=C(C=C1)Cl)C=1OC(=CC1)C)C1C(=CC2=C(C(=C(C=C12)C)C)C1=CC=C(C=C1)Cl)C=1OC(=CC1)C Cyclobutylidenebis[2-(5-methyl-2-furyl)-4-(4-chlorophenyl)-5,6-dimethyl-1-indenyl]zirconium dichloride